C12(CC(C1)C2)NC(CN2C(C(=CC=C2)NC([C@H](CCC(C(=O)NCC)=O)NC(=O)C=2C=C(NC2)C(=O)N)=O)=O)=O (S)-N4-(1-(1-(2-(Bicyclo[1.1.1]pentan-1-ylamino)-2-oxoethyl)-2-oxo-1,2-dihydropyridin-3-ylamino)-6-(ethylamino)-1,5,6-trioxohexan-2-yl)-1H-pyrrol-2,4-dicarboxamid